4-(((4-Oxo-8-propylchroman-7-yl)oxy)(pyridin-4-yl)methyl)benzamide O=C1CCOC2=C(C(=CC=C12)OC(C1=CC=C(C(=O)N)C=C1)C1=CC=NC=C1)CCC